NC=1C=NC2=CC=CC=C2C1N[C@@H](C(C)(O)C)CCCC (3R)-3-[(3-amino-4-quinolyl)amino]-2-methyl-heptan-2-ol